CN1C(C2=CN=CC=C2C=C1)=O 2-methyl-2,7-naphthyridin-1-one